C[C@H]1[C@@H](OC2=CC(=C(C=C12)O)OC)C3=CC=CC=C3 The molecule is a member of the class of 1-benzofurans that is 2,3-dihydro-1-benzofuran substituted by a hydroxy group at position 5, a methoxy group at position 6, a methyl group at position 3 and a phenyl group at position 2. Isolated from Dalbergia louveli, it exhibits antiplasmodial activity. It has a role as a metabolite and an antiplasmodial drug. It is a member of 1-benzofurans, an aromatic ether and a member of phenols.